2-Amino-4-(4-methoxyphenyl)butanoic acid NC(C(=O)O)CCC1=CC=C(C=C1)OC